C12CNCC2N(C1)C1=NNC2=C1C=NC(=C2)Cl 3-(3,6-diazabicyclo[3.2.0]hept-6-yl)-6-chloro-1H-pyrazolo[4,3-c]pyridine